5-(4-(hexyloxy)-1,2,5-thiadiazol-3-yl)-1-(1-((isopropoxycarbonyl)oxy)dodecyl)-1-methyl-1,2,3,6-tetrahydropyridin-1-ium iodide [I-].C(CCCCC)OC=1C(=NSN1)C1=CCC[N+](C1)(C)C(CCCCCCCCCCC)OC(=O)OC(C)C